tert-butyl 4-(6-(4-isopropyl-5-(8-methoxy-[1,2,4]triazolo[1,5-a]pyridin-6-yl)-1-((2-(trimethylsilyl) ethoxy)methyl)-1H-pyrazol-3-yl)pyridin-3-yl)piperidine-1-carboxylate C(C)(C)C=1C(=NN(C1C=1C=C(C=2N(C1)N=CN2)OC)COCC[Si](C)(C)C)C2=CC=C(C=N2)C2CCN(CC2)C(=O)OC(C)(C)C